4-amino-7-fluoro-N-((1S)-1-(5-fluoro-2-pyridinyl)ethyl)-N,1-dimethyl-1H-pyrazolo[4,3-c]quinoline-8-carboxamide NC1=NC=2C=C(C(=CC2C2=C1C=NN2C)C(=O)N(C)[C@@H](C)C2=NC=C(C=C2)F)F